ClC1=NC=C(C(=N1)NC1=CC(=CC=C1)OC)Cl 2,5-dichloro-N-(3-methoxyphenyl)pyrimidin-4-amine